C1(CC1)C1=CN(C=2N=CN=C(C21)N2[C@H](CN[C@@H](C2)C)C)C=2C=C(C#N)C=CN2 2-(5-cyclopropyl-4-((2S,5R)-2,5-dimethylpiperazin-1-yl)-7H-pyrrolo[2,3-d]pyrimidin-7-yl)isonicotinonitrile